N[C@H]1CO[C@H]2[C@@H]1OC[C@]2(O)CCC2=CC=NC1=CC=C(C=C21)OC (3R,3aS,6S,6aR)-6-amino-3-(2-(6-methoxyquinolin-4-yl)ethyl)hexahydrofuro[3,2-b]furan-3-ol